CC(C[C@@H](CC=C)NC(OC(C)(C)C)=O)C tert-Butyl (S)-(6-methylhept-1-en-4-yl)carbamate